tert-butyl 2-((8-cyclobutoxy-7-(1H-pyrazol-4-yl)-[1,2,4]triazolo[1,5-c]pyrimidin-2-yl) amino)-7-azaspiro[3.5]nonane-7-carboxylate C1(CCC1)OC=1C=2N(C=NC1C=1C=NNC1)N=C(N2)NC2CC1(C2)CCN(CC1)C(=O)OC(C)(C)C